N-isopropyl-5-(4-methoxyquinazolin-6-yl)pyrrolo[2,1-f][1,2,4]triazin-2-amine C(C)(C)NC1=NN2C(C=N1)=C(C=C2)C=2C=C1C(=NC=NC1=CC2)OC